[(2R,3R,4R,5R,6R)-3,4,5-Triacetoxy-6-allyl-tetrahydropyran-2-yl]methyl acetate C(C)(=O)OC[C@H]1O[C@@H]([C@H]([C@H]([C@@H]1OC(C)=O)OC(C)=O)OC(C)=O)CC=C